3-(2-methyl-4-oxo-5-((4-(piperidin-1-ylmethyl)phenethyl)amino)quinazolin-3(4H)-yl)piperidine-2,6-dione CC1=NC2=CC=CC(=C2C(N1C1C(NC(CC1)=O)=O)=O)NCCC1=CC=C(C=C1)CN1CCCCC1